water boron [B].O